NC1=NC=2C=C(C(=CC2C2=C1COC2)C(=O)OC)F methyl 4-amino-7-fluoro-1,3-dihydrofuro[3,4-c]quinoline-8-carboxylate